N-(2,5-dichloropyrimidin-4-yl)-1-methylindolin-6-amine ClC1=NC=C(C(=N1)NC1=CC=C2CCN(C2=C1)C)Cl